O1C(=CC=C1)C1=CC=C(C=C1)CNC(=O)C1N(C(CN(C1)CC=1N=NC=CC1)C)C(C(C)C)=O N-{[4-(furan-2-yl)phenyl]methyl}-6-methyl-1-(2-methylpropanoyl)-4-[(pyridazin-3-yl)methyl]piperazine-2-carboxamide